BrC1=CC=C(C=C1)S(=O)(=O)N[C@@H]([C@H](C)C1=CC=CC2=CC=CC=C12)C=1OC(NN1)=O 4-bromo-N-((1S,2R)-2-(naphthalen-1-yl)-1-(5-oxo-4,5-dihydro-1,3,4-oxadiazol-2-yl)propyl)benzenesulfonamide